C(C=C)(=O)OCCCCCCOC1=CC=C(C(=O)OC2=CC(=C(C=C2)OC(C2=CC=C(C=C2)OCCCCCCOC(C=C)=O)=O)/C=N/N2C3=CC=CC=C3C=3C=C(C=CC23)C2=CC=C(C=C2)C(C)(C)C)C=C1 [3-[(E)-[3-(4-tert-butylphenyl)carbazol-9-yl]iminomethyl]-4-[4-(6-prop-2-enoyloxyhexoxy)benzoyl]oxy-phenyl] 4-(6-prop-2-enoyloxyhexoxy)benzoate